2-(2,4-dioxotetrahydropyrimidin-1(2H)-yl)-5-((4-(3-methylthiophen-2-yl)piperidin-1-yl)methyl)isoindoline-1,3-dione O=C1N(CCC(N1)=O)N1C(C2=CC=C(C=C2C1=O)CN1CCC(CC1)C=1SC=CC1C)=O